(S)-(tert-butyl 1-(4-(bicyclo[2.2.2]oct-1-ylmethoxy) phenyl)-2,2-dimethylpropyl) carbamate C(N)(OC(C(C)(C)C)(C1=CC=C(C=C1)OCC12CCC(CC1)CC2)C(C)(C)C)=O